C(C)(C)(C)OC(N(C)C(CO)CC1=C(SC=C1C#N)Br)=O.C(C)O[Si](CCC1=CC(=CC=C1)C)(OCC)OCC 1-triethoxysilyl-2-(3-methylphenyl)ethane tert-butyl-N-[1-[(2-bromo-4-cyano-3-thienyl)methyl]-2-hydroxy-ethyl]-N-methyl-carbamate